4-bromo-2-fluoro-6-(isobutylamino)benzonitrile BrC1=CC(=C(C#N)C(=C1)NCC(C)C)F